COC(=O)C1=CC=C(C=C1)NC(=O)C1(CC1)C(=O)NC1=CC=C(C=C1)C(=O)OC N,N'-bis(4-methoxycarbonylphenyl)cyclopropane-1,1-diamide